1-(methyl-d3)-1H-indol-6-amine C(N1C=CC2=CC=C(C=C12)N)([2H])([2H])[2H]